N-(3,3-difluoro-1-methylpiperidin-4-yl)-2-methyl-5-((4-methylthiazol-5-yl)methoxy)benzofuran FC1(CN(CCC1N1CSC(=C1C)COC=1C=CC2=C(C=C(O2)C)C1)C)F